L-serine-2-d N[C@@](CO)(C(=O)O)[2H]